(1S,2S)-2-[5-((R)-7-fluoro-4-trimethylsilyl-indan-1-ylamino)-pyrazin-2-yl]-cyclopropanecarboxylic acid FC=1C=CC(=C2CC[C@H](C12)NC=1N=CC(=NC1)[C@@H]1[C@H](C1)C(=O)O)[Si](C)(C)C